CC1CCOC=C1 4-METHYL-DIHYDROPYRANE